C(C(O)C)(=O)[O-].[Na+].C=CC=C butadiene Sodium DL-Lactate